C(#N)C1=C(C=CC=C1)C1=CC=CC=C1 cyano[1,1'-biphenyl]